4-(3-bromo-1H-1,2,4-triazol-5-yl)-4-(2-chlorophenoxy)butan-1-ol BrC1=NNC(=N1)C(CCCO)OC1=C(C=CC=C1)Cl